FC1=CC=C(C=C1)N1C(=NC2=C1C=CC=C2)C2=NNC(=C2)NC(C2=CC=C(C=C2)NC2CCN(CC2)C)=O N-(3-(1-(4-fluorophenyl)-1H-benzo[d]imidazol-2-yl)-1H-pyrazol-5-yl)-4-((1-methylpiperidin-4-yl)amino)benzamide